3-benzyl-1-(trans-4-((5-cyanopyridin-2-yl)amino)cyclohexyl)-1-(4-(pyrimidin-5-yl)phenyl)urea C(C1=CC=CC=C1)NC(N(C1=CC=C(C=C1)C=1C=NC=NC1)[C@@H]1CC[C@H](CC1)NC1=NC=C(C=C1)C#N)=O